tert-Butyl 2-(3-acetyl-5-(quinolin-7-yl)-1H-indazol-1-yl)acetate C(C)(=O)C1=NN(C2=CC=C(C=C12)C1=CC=C2C=CC=NC2=C1)CC(=O)OC(C)(C)C